2,2-difluorocyclobutyl trifluoromethanesulfonate FC(S(=O)(=O)OC1C(CC1)(F)F)(F)F